2-(dicyclohexylphosphino)-2',4',6'-triisopropylbiphenyl C1(CCCCC1)P(C1=C(C=CC=C1)C1=C(C=C(C=C1C(C)C)C(C)C)C(C)C)C1CCCCC1